N1=CC=NC2=CC(=C(C=C12)C#N)C#N quinoxaline-6,7-dicarbonitrile